COC1=CC=C(C=C1)S(=O)(=O)N1N=C(C=C1)C(=O)NCC=1SC=C(N1)C 1-(4-methoxybenzene-1-sulfonyl)-N-[(4-methyl-1,3-thiazol-2-yl)methyl]-1H-pyrazole-3-carboxamide